FC(C1=CC=C(C=N1)CCC(=O)O)(F)F 6-(trifluoromethyl)-3-pyridinepropanoic acid